NC1=C(C=C(C=C1C1CC1)Br)O 2-amino-5-bromo-3-cyclopropylphenol